C(C)OC(CC(C(=O)OCC)CCCCCCCCCCCCCC)=O 3-tetradecylsuccinic acid diethyl ester